BrC=1C(=CC2=C(O[C@H](CC3=C2SC=C3)C)C1)C(=O)OCC[Si](C)(C)C 2-(trimethylsilyl)ethyl (S)-8-bromo-5-methyl-4,5-dihydrobenzo[b]thieno[2,3-d]oxepine-9-carboxylate